C(C)C1=NN(B(C2=C1C=CC=C2)O)C2=CC(=CC=C2)SC(C)C 4-Ethyl-2-[m-(isopropylthio)phenyl]-1,2-dihydro-2,3,1-benzodiazaborinin-1-ol